N-(sec-butyl)-2-chloro-5-((1-methyl-1H-pyrazol-4-yl)ethynyl)pyridin-4-amine C(C)(CC)NC1=CC(=NC=C1C#CC=1C=NN(C1)C)Cl